CC=1C=C2C(CC(OC2=CC1)O)C1=CC=CC=C1 6-methyl-4-phenyl-chromanol